(2S)-2-amino-2-cyclopropyl-ethanol N[C@H](CO)C1CC1